15-[(4-methoxyphenyl)methyl]-5,7-dioxa-15-azatetracyclo[9.3.1.02,10.04,8]Pentadecan-2,4(8),9-trien-12-one COC1=CC=C(C=C1)CN1C2C3=CC=4OCOC4C=C3C1C(CC2)=O